2-[2-(aminomethyl)-3,3-difluoro-allyl]-4-[4-(1-ethylpyrazol-4-yl)-3-fluoro-phenyl]-1,2,4-triazol-3-one NCC(CN1N=CN(C1=O)C1=CC(=C(C=C1)C=1C=NN(C1)CC)F)=C(F)F